NC(CC(=O)O)CC1=C(C=C(C(=C1)F)F)F 3-amino-4-(2,4,5-trifluorophenyl)-butyric acid